CN(C=1C=CC(=C(C1)N1C(SCC1=O)=N)OCCC(F)(F)F)C 3-(5-(dimethylamino)-2-(3,3,3-trifluoropropoxy)phenyl)-2-iminothiazolidin-4-one